1-(6-(((6-fluoro-1H-indol-5-yl)methyl)amino)pyrimidin-4-yl)pyrrolidin-3-ol FC1=C(C=C2C=CNC2=C1)CNC1=CC(=NC=N1)N1CC(CC1)O